C(=O)(O)COC1=C(C=C(C=C1)C=CC(=O)C1=CC=C(OCC(=O)O)C=C1)OC 2-[4-[3-[4-(Carboxymethoxy)-3-methoxyphenyl]prop-2-enoyl]phenoxy]acetic acid